(R)-1-(2-cyclopropyl-4-(4-((2-fluoro-3-methyl-4-((3-methyl-3H-imidazo[4,5-b]pyridin-6-yl)oxy)phenyl)amino)pyrido[3,2-d]pyrimidin-6-yl)piperazin-1-yl)prop-2-en-1-one C1(CC1)[C@H]1N(CCN(C1)C=1C=CC=2N=CN=C(C2N1)NC1=C(C(=C(C=C1)OC=1C=C2C(=NC1)N(C=N2)C)C)F)C(C=C)=O